(4,4,5,5-tetramethyl-1,3,2-dioxaborolan-2-yl)-2-(2,2,6,6-tetramethyl-3,6-dihydro-2H-pyran-4-yl)pyrimidine CC1(OB(OC1(C)C)C1=NC(=NC=C1)C=1CC(OC(C1)(C)C)(C)C)C